P(=O)(OCC(COC(CCC(OCC1=CC=CC=C1)=O)=O)OC(CCC(=O)OCC1=CC=CC=C1)=O)(OC[C@@H](COC(CCCCCCCCCCCCC)=O)OC(CCCCCCCCCCCCC)=O)[O-].[Na+] Sodium 2,3-bis((4-(benzyloxy)-4-oxobutanoyl)oxy)propyl ((R)-2,3-bis(tetradecanoyloxy) propyl) phosphate